(5R,10R,15R)-5,10,15-tris(tert-butoxycarbonyl)-1-(9H-fluoren-9-yl)-3,8,13-trioxo-2-oxa-4,9,14-triazaoctadecan-18-oic acid C(C)(C)(C)OC(=O)[C@H](NC(OCC1C2=CC=CC=C2C=2C=CC=CC12)=O)CCC(N[C@H](CCC(N[C@H](CCC(=O)O)C(=O)OC(C)(C)C)=O)C(=O)OC(C)(C)C)=O